(1R,5S)-1-(methylsulfonyl)-3-oxabicyclo[3.1.0]hexan-2-one CS(=O)(=O)[C@]12C(OC[C@@H]2C1)=O